C(C1=CC=CC=C1)O[C@@H](COCCNC)C 2-[(2R)-2-benzyloxypropoxy]-N-methyl-ethylamine